C(C1=CC=CC=C1)(=O)OCC=1[N+](=CC2=CC(=NC=C2C1)Cl)[O-] 3-((benzoyloxy)methyl)-7-chloro-2,6-naphthyridine-2-oxide